N[C@H]1CN(C[C@H](C1)C)C1=CC=C(C=2N=CC=NC12)C#N 8-((3R,5S)-3-amino-5-methylpiperidin-1-yl)quinoxalin-5-carbonitrile